(rac)-(1S*,2S*)-2-(3-bromothiophen-2-yl)-N-methoxy-N-methylcyclopropane-1-carboxamide BrC1=C(SC=C1)[C@@H]1[C@H](C1)C(=O)N(C)OC |r|